(E)-2-(6,7-difluoro-2-methyl-1-(3-phenoxybenzylidene)-1H-inden-3-yl)acetic acid FC1=CC=C2C(=C(\C(\C2=C1F)=C/C1=CC(=CC=C1)OC1=CC=CC=C1)C)CC(=O)O